1-(4-pyridin-2-yl-phenyl)-ethanone N1=C(C=CC=C1)C1=CC=C(C=C1)C(C)=O